BrC=1C=CC=C2CCNCC12 8-bromo-1,2,3,4-tetrahydroisoquinoline